6-[8-[[4,8-difluoro-2-[(2R)-pyrrolidin-2-yl]-3,5,6,7-tetrahydrocyclopenta[f]benzimidazol-6-yl]methyl]-2-oxo-1-oxa-3,8-diazaspiro[4.5]decan-3-yl]-4H-pyrazino[2,3-b][1,4]oxazin-3-one FC1=C2C(=C(C=3N=C(NC31)[C@@H]3NCCC3)F)CC(C2)CN2CCC3(CN(C(O3)=O)C3=NC1=C(OCC(N1)=O)N=C3)CC2